(6S)-3-(5-acetyl-1,1-dioxo-1,2,5-thiadiazinan-2-yl)-6-methyl-N-(3,4,5-trifluorophenyl)-6,7-dihydro-4H-pyrazolo[1,5-a]pyrazine-5-carboxamide C(C)(=O)N1CCN(S(C1)(=O)=O)C=1C=NN2C1CN([C@H](C2)C)C(=O)NC2=CC(=C(C(=C2)F)F)F